isopropylt-butylbis(ethoxymethyl)silane C(C)(C)[Si](COCC)(COCC)C(C)(C)C